2-ethoxy-4-methylphenyl 2,4,6-trimethylbenzoate CC1=C(C(=O)OC2=C(C=C(C=C2)C)OCC)C(=CC(=C1)C)C